(+)-(S)-ethyl 2-(2-((7-(2-((1,1-dimethylethylsulfinamido)methyl)-3-fluoropyridin-4-yl)-2-(methoxymethyl)benzofuran-5-yl)methoxy)-4-methoxyphenyl)acetate CC(C)([S@](=O)NCC1=NC=CC(=C1F)C1=CC(=CC=2C=C(OC21)COC)COC2=C(C=CC(=C2)OC)CC(=O)OCC)C